FC=1C=C(CN2CCN3N=C(C(=C32)C(=O)N[C@@H](C)C3=CC=C(C(=O)OC)C=C3)C(F)(F)F)C=C(C1)C(F)(F)F Methyl (S)-4-(1-(1-(3-fluoro-5-(trifluoromethyl)benzyl)-6-(trifluoromethyl)-2,3-dihydro-1H-imidazo[1,2-b]pyrazole-7-carboxamido)ethyl)benzoate